C(C)(C)N(CCCCCSC1=C2CN(C(C2=CC=C1)=O)C1C(NC(CC1)=O)=O)C(C)C 3-(4-((5-(diisopropylamino)pentyl)thio)-1-oxoisoindolin-2-yl)piperidine-2,6-dione